C1(=CC=CC=C1)[C@H]1[NH2+]CCC1 (2S)-2-Phenylpyrrolidinium